C(C)OC(=O)N1CCC(CC1)NC1=CC(=NC(=C1)C1=CC=C(C=C1)OC)C1=CC=C(C=C1)N1CCN(CC1)C(=O)OCC1=CC=CC=C1 benzyl 4-(4-(4-((1-(ethoxy carbonyl)piperidin-4-yl)amino)-6-(4-methoxyphenyl)pyridin-2-yl)phenyl)piperazine-1-carboxylate